N-(1-((dimethylamino)methyl)cyclopropyl)-2,2-difluoro-2-(4-fluorophenyl)acetamide CN(C)CC1(CC1)NC(C(C1=CC=C(C=C1)F)(F)F)=O